COC=1C(=C(CO)C=CC1)[N+](=O)[O-] 3-methoxy-2-nitrobenzyl alcohol